C(C)N1C=C(C=CC1=O)C(=O)OC methyl 1-ethyl-6-oxo-1,6-dihydropyridine-3-carboxylate